((1R,5S,6R)-3-(8,8-difluoro-2-((S)-2-methylazetidin-1-yl)-5,6,7,8-tetrahydroquinazolin-4-yl)-3-azabicyclo[3.1.0]hexane-6-yl)acetic acid FC1(CCCC=2C(=NC(=NC12)N1[C@H](CC1)C)N1C[C@@H]2C([C@@H]2C1)CC(=O)O)F